F[C@H]([C@]1(OCC1)C=1C=C(C=CC1)NC(C1=NC(=CC=C1)C(F)(F)F)=O)C1=NN=CN1C N-(3-((R)-2-((S)-fluoro(4-methyl-4H-1,2,4-triazol-3-yl)methyl)oxetan-2-yl)phenyl)-6-(trifluoromethyl)picolinamide